1-(Bicyclo[2.2.1]heptan-2-yl)-3-methyl-7-(1-((methylsulfonyl)methyl)-1H-pyrazol-4-yl)-8-phenyl-3,6-dihydroimidazo[4,5-d]pyrrolo[2,3-b]pyridin-2(1H)-on C12C(CC(CC1)C2)N2C(N(C=1C2=C2C(=NC1)NC(=C2C2=CC=CC=C2)C=2C=NN(C2)CS(=O)(=O)C)C)=O